4-(methoxymethyl)-1-(tetrahydro-2H-pyran-4-yl)-1H-benzo[d][1,2,3]triazol COCC1=CC=CC=2N(N=NC21)C2CCOCC2